C(C)(C)(C)OC(=O)N1CC(CCC1)C/C(=N/O)/N.C(C)(C)(C)OC(=O)N1CC(CCC1)CC1=NOC(=N1)CCC(=O)O 3-(3-((1-(tert-butoxycarbonyl)piperidin-3-yl)methyl)-1,2,4-oxadiazol-5-yl)propanoic acid tert-butyl-(Z)-3-(2-amino-2-(hydroxyimino)ethyl)piperidine-1-carboxylate